N[C@H](C(=O)N[C@H](C(=O)OC)C[C@H]1C(NCCC1)=O)CC(C)(C)F methyl (S)-2-((S)-2-amino-4-fluoro-4-methylpentanamido)-3-((S)-2-oxopiperidin-3-yl)propanoate